N,N-distearoyl-N,N-dimethyl-ammonium bromide [Br-].C(CCCCCCCCCCCCCCCCC)(=O)[N+](C)(C)C(CCCCCCCCCCCCCCCCC)=O